3-[(3-chloro-2-methoxyphenyl)amino]-2-(3-[[(2R)-1-(prop-2-enoyl)pyrrolidin-2-yl]methoxy]pyridin-4-yl)-1H,5H,6H,7H-pyrrolo[3,2-c]pyridin-4-one ClC=1C(=C(C=CC1)NC1=C(NC2=C1C(NCC2)=O)C2=C(C=NC=C2)OC[C@@H]2N(CCC2)C(C=C)=O)OC